1-(4-((3-benzyl-3-(1-(4-fluorophenyl)-6-methyl-1H-indazol-5-yl)pyrrolidin-1-yl)sulfonyl)piperidin-1-yl)ethan-1-one C(C1=CC=CC=C1)C1(CN(CC1)S(=O)(=O)C1CCN(CC1)C(C)=O)C=1C=C2C=NN(C2=CC1C)C1=CC=C(C=C1)F